N-methyl-1-((1R,4R)-4-(methyl-(7H-pyrrolo[2,3-d]pyrimidin-4-yl)amino)cyclohexyl)methanesulfonamide CNS(=O)(=O)CC1CCC(CC1)N(C=1C2=C(N=CN1)NC=C2)C